sec-heptadecyl alcohol C(C)(CCCCCCCCCCCCCCC)O